1-((tetrahydrofuran-3-yl)methyl)-1H-benzo[d]Imidazole-6-carboxylic acid methyl ester COC(=O)C=1C=CC2=C(N(C=N2)CC2COCC2)C1